(S)-2-((S)-2-(((9H-fluoren-9-yl)methoxy)carbonylamino)-3-methylbutanamido)propanoic acid C1=CC=CC=2C3=CC=CC=C3C(C12)COC(=O)N[C@H](C(=O)N[C@H](C(=O)O)C)C(C)C